NC(C(=O)N1CCN(CC1)C1=NC=2N(C=C1)N=CC2C=2C(=NC=CC2)OC)(C)C 2-amino-1-(4-(3-(2-methoxypyridin-3-yl)pyrazolo[1,5-a]pyrimidin-5-yl)piperazin-1-yl)-2-methylpropan-1-one